2-((benzoyloxy)methyl)-2-methoxytetrahydrofuran-3-yl benzoate C(C1=CC=CC=C1)(=O)OC1C(OCC1)(OC)COC(C1=CC=CC=C1)=O